[N+](=[N-])=C1OCC2=CC=CC=C12 diazoisobenzofuran